ClC1=C(C=C(C=C1)F)C1(NC(C=2C3=C(C=CC12)S(CC3)(=O)=O)=O)O 3-(2-chloro-5-fluorophenyl)-3-hydroxy-2,3,7,8-tetrahydro-1H-thieno[3,2-e]isoindol-1-one 6,6-dioxide